6-bromo-4,7-difluoro-isoquinolin-1-one BrC=1C=C2C(=CNC(C2=CC1F)=O)F